(3aR,5r,6aS)-N-[6-(2-chloro-5-fluoro-phenyl)pyridazin-3-yl]-2-(tetrahydro-pyran-4-ylmethyl)-3,3a,4,5,6,6a-hexahydro-1H-cyclopenta[c]pyrrol-5-amine ClC1=C(C=C(C=C1)F)C1=CC=C(N=N1)NC1C[C@@H]2[C@@H](CN(C2)CC2CCOCC2)C1